N-(4-(3-((6,7-dimethoxy-3,4-dihydroisoquinolin-2(1H)-yl)methyl)imidazo[1,2-a]pyridin-2-yl)phenyl)-2-(3-methoxyphenyloxy)acetamide COC=1C=C2CCN(CC2=CC1OC)CC1=C(N=C2N1C=CC=C2)C2=CC=C(C=C2)NC(COC2=CC(=CC=C2)OC)=O